BrC=1C=C(C=C(C1)Br)C1=CC=C(C=C1)C1=CC2=C(S1)C=CC=C2 2-(3',5'-dibromo-[1,1'-biphenyl]-4-yl)benzo[b]thiophene